NC1=NC=CC(=C1)OC1=C(C=C(C=C1)NC1=NC=CC=C1C(=O)NC1=CC=CC=C1)F 2-[(4-[(2-aminopyridin-4-yl)oxy]-3-fluorophenyl)amino]-N-phenylpyridine-3-carboxamide